Ethyl 2-(3-(2-acetoxyethyl) phenyl)-2,2-difluoroacetate C(C)(=O)OCCC=1C=C(C=CC1)C(C(=O)OCC)(F)F